7-cyclopentyl-2-{[(3S,4R)-3-hydroxyoxan-4-yl]amino}-N,N-dimethylpyrrolo[2,1-f][1,2,4]triazine-6-carboxamide C1(CCCC1)C1=C(C=C2C=NC(=NN21)N[C@H]2[C@@H](COCC2)O)C(=O)N(C)C